N-(2-Oxo-1,3,4,5-tetrahydro-1-benzazepin-7-yl)-3-(2-pyrimidin-2-ylethynyl)benzamide O=C1NC2=C(CCC1)C=C(C=C2)NC(C2=CC(=CC=C2)C#CC2=NC=CC=N2)=O